[Cl-].C(=O)(O)CN1CN(C=C1)C 1-carboxymethyl-3-methyl-imidazole chloride salt